6-(Cyclopropanecarboxamido)-4-((5-ethyl-1-(2-methoxyethyl)-4-oxo-4,5-dihydro-1H-pyrrolo[3,2-c]pyridin-3-yl)amino)-N-(methyl-d3)nicotinamide C1(CC1)C(=O)NC1=NC=C(C(=O)NC([2H])([2H])[2H])C(=C1)NC1=CN(C2=C1C(N(C=C2)CC)=O)CCOC